N-(5-((4,4-difluoro-3-((5-fluoropyrimidin-2-yl)methyl)piperidin-1-yl)methyl)thiazol-2-yl)acetamide FC1(C(CN(CC1)CC1=CN=C(S1)NC(C)=O)CC1=NC=C(C=N1)F)F